ClC1=C(NC2=NOC3=C2C=C(C=C3)C(OC)OC)C=CC=C1C1=CC3=C(OCCO3)C=C1 3-(2-chloro-3-(1,4-benzodioxan-6-yl)anilino)-5-dimethoxymethyl-benzisoxazole